4-tert.Butyldimethylsiloxyethylpyridine C(C)(C)(C)[Si](OCCC1=CC=NC=C1)(C)C